C(C)(C)(C)OC(N[C@H]1CS(C=2C3=C(C[C@H](N3C1=O)C(NCC=1N=NNC1)=O)C=CC2)(=O)=O)=O {(1S,8R)-6,6,9-Trioxo-1-[(1H-[1,2,3]triazol-4-ylmethyl)-carbamoyl]-1,2,6,7,8,9-hexahydro-6lambda*6*-thia-9a-aza-benzo[cd]azulen-8-yl}-carbamic acid tert-butyl ester